5-Propyl-N4-[3-methoxy-4-chlorophenyl]-N2-[4-(4-methylpiperazin-1-yl)phenyl]pyrimidine-2,4-diamine C(CC)C=1C(=NC(=NC1)NC1=CC=C(C=C1)N1CCN(CC1)C)NC1=CC(=C(C=C1)Cl)OC